3-(chloromethyl)-4-methyl-1,2,4-triazole hydrochloride Cl.ClCC1=NN=CN1C